O=CCC=O.[Ti] titanium 1,3-dioxopropane